CCCCCCCCCCCC(=O)CC(=O)N[C@@H]1[C@H]([C@@H]([C@H](O[C@@H]1OP(=O)(O)O)CO[C@H]2[C@@H]([C@H]([C@@H]([C@H](O2)COC)OP(=O)(O)O)OCC[C@@H](CCCCCCC)OC)NC(=O)CCCCCCCCC/C=C\\CCCCCC)O)OCCCCCCCCCC The molecule is a lipid A derivative used for the treatment of severe sepsis. It is a conjugate acid of an eritoran(4-).